4-formyl-tryptophan methyl ester COC([C@@H](N)CC1=CNC2=CC=CC(=C12)C=O)=O